CC1=NC(=CC=C1C1CC(CCC1)CC(=O)O)C=1N=NN(C1CN1C(C=CC(=C1)CCC)=O)C 2-[3-(2-methyl-6-{1-methyl-5-[(2-oxo-5-propyl-1,2-dihydropyridin-1-yl)methyl]-1H-1,2,3-triazol-4-yl}pyridin-3-yl)cyclohexyl]acetic acid